2-((methyl(2,2,2-trifluoroethyl)amino)methyl)-6-(3-(1-(4-methyl-4H-1,2,4-triazol-3-yl)cyclobutyl)phenyl)-4-(trifluoromethyl)-1,6-dihydro-7H-pyrrolo[2,3-c]pyridin-7-one CN(CC(F)(F)F)CC1=CC2=C(C(N(C=C2C(F)(F)F)C2=CC(=CC=C2)C2(CCC2)C2=NN=CN2C)=O)N1